4-(3-((5-chloro-2-((2-ethyl-4-(4-methylpiperazin-1-yl)phenyl)amino)pyrimidin-4-yl)amino)propyl)-1,4-oxazepan-3-one ClC=1C(=NC(=NC1)NC1=C(C=C(C=C1)N1CCN(CC1)C)CC)NCCCN1C(COCCC1)=O